C(CCC)C1=NC2(C(N1CC1=CC(=C(C=C1)C=1C(=CC=CC1)C(=O)NS(=O)(=O)C1CC1)COCC)=O)CCCC2 4'-((2-Butyl-4-oxo-1,3-diazaspiro[4.4]non-1-en-3-yl)methyl)-N-(cyclopropylsulfonyl)-2'-(ethoxymethyl)-[1,1'-biphenyl]-2-carboxamide